ClC(C(=O)C)(I)I 1-chloro-1,1-diiodoacetone